C(C)(C)(C)C1=C(C=C(C(=C1)OCC(F)(F)F)C(C)(C)C)OCC(F)(F)F 1,4-di-tert-butyl-2,5-bis(2,2,2-trifluoroethoxy)benzene